BrC1=CC(=C(C=C1OC)CCO)OC 4-bromo-2,5-dimethoxyphenylethylalcohol